COC1=CC(=NC=C1)C=1N=C(C2=C(N1)CCC2)N(CC(=O)N(C)C)C 2-{[2-(4-methoxypyridin-2-yl)-5H,6H,7H-cyclopenta[d]pyrimidin-4-yl](methyl)amino}-N,N-dimethylacetamide